N'-(2-hydroxybenzylidene)-2-((3-fluorophenyl)amino)propionyl-hydrazine OC1=C(C=NNC(C(C)NC2=CC(=CC=C2)F)=O)C=CC=C1